ClC1=CC=C(C=C1)C1=CC(=NC(=N1)C=1C=NC=CC1)N1CCC(CC1)N 1-(6-(4-chlorophenyl)-2-(pyridin-3-yl)pyrimidin-4-yl)piperidin-4-amine